1-(cyclopropylmethyl)-N-(2-((R)-((1R,2S)-2-fluorocyclopropane-1-carboxamido)(4-isopropylphenyl)methyl)phenyl)piperidine-4-carboxamide C1(CC1)CN1CCC(CC1)C(=O)NC1=C(C=CC=C1)[C@@H](C1=CC=C(C=C1)C(C)C)NC(=O)[C@@H]1[C@H](C1)F